C(C)(C)(C)OC(N(C)C1CN2C3=C(C=CC=C3C1)C(=C2)F)=O.C2(CC2)S(=O)(=O)NC=2SC=C(N2)C(C(=O)NC2=CC=C(C=C2)C=2C=NC=C(C2)OCC)CC 2-(2-(cyclopropanesulfonylamino)thiazol-4-yl)-N-(4-(5-ethoxypyridin-3-yl)phenyl)butanamide tert-butyl-(1-fluoro-5,6-dihydro-4H-pyrrolo[3,2,1-ij]quinolin-5-yl)(methyl)carbamate